tert-Butyl 4-{hydroxy[6-(trifluoromethyl)pyridin-3-yl]methyl}piperidine-1-carboxylate OC(C1CCN(CC1)C(=O)OC(C)(C)C)C=1C=NC(=CC1)C(F)(F)F